tert-butyl (6-(2-hydroxyethyl)-1-methylpiperidin-3-yl)carbamate OCCC1CCC(CN1C)NC(OC(C)(C)C)=O